NC1=C(C(=O)[O-])C=C(C(=C1)F)C 2-amino-4-fluoro-5-methylbenzoate